C(CC(O)(C(=O)O)CC(=O)O)(=O)O.NC(C)C1=CC=NC2=C(C=C(C=C12)C1=NC(=NC=C1F)NC1CCN(CC1)S(=O)(=O)C)F (+)-4-(4-(1-Aminoethyl)-8-fluoroquinolin-6-yl)-5-fluoro-N-(1-(methylsulfonyl)piperidin-4-yl)pyrimidin-2-amine citrate